ClC1=CC(=C(C=C1)C1=NC(=CC=2N=C(N(C(C21)=O)C)C)N2C[C@H](OCC2)C2=CSC=C2)F (R)-5-(4-chloro-2-fluorophenyl)-2,3-dimethyl-7-(2-(thiophen-3-yl)morpholino)pyrido[4,3-d]pyrimidin-4(3H)-one